6-(1-acryloylazetidin-3-yl)-2-(3-hydroxynaphthalen-1-yl)isoquinolin-1(2H)-one C(C=C)(=O)N1CC(C1)C=1C=C2C=CN(C(C2=CC1)=O)C1=CC(=CC2=CC=CC=C12)O